BrC1=CC=C(C=C1)N1CC2(CN(C2)C(C)=O)C1 1-(6-(4-bromophenyl)-2,6-diazaspiro[3.3]heptan-2-yl)ethan-1-one